C1(CC1)C1=CC=C(OC2CC(C2)N)C=C1 (1r,3r)-3-(4-cyclopropylphenoxy)cyclobutan-1-amine